(Z)-6-(2-bromoacetyl)-N'-ethoxy-5-(N-methylsulfamoyl)methylpyridineamidine BrCC(=O)C1=C(C=CC(=N1)/C(=N/OCC)/N)CS(NC)(=O)=O